BrC=1C=C(C(=C(C1)C(C=CN(C)C)=O)O)C 1-(5-bromo-2-hydroxy-3-methylphenyl)-3-(dimethylamino)prop-2-en-1-one